FC1(CCN(CCC1)C1=C(C(=O)NC2=CC(=CC=C2)[S@@](=O)(=NC(CN)=O)C)C(=C(C=N1)C=1C=NN(C1)C)C)F (R)-2-(4,4-difluoroazepan-1-yl)-N-(3-(N-glycyl-S-methylsulfonimidoyl)phenyl)-4-methyl-5-(1-methyl-1H-pyrazol-4-yl)nicotinamide